C(C1CO1)CCC[Si](OC)(OC)OC 3-Glycidylpropyltrimethoxysilan